3-(3-chloro-2-ethylanilino)-2-(3-{[(2R)-1,4-dioxan-2-yl]methoxy}pyridin-4-yl)-1,5,6,7-tetrahydro-4H-pyrrolo[3,2-c]pyridin-4-one ClC=1C(=C(NC2=C(NC3=C2C(NCC3)=O)C3=C(C=NC=C3)OC[C@@H]3OCCOC3)C=CC1)CC